ClC=1C(=NC=CC1C1=C(C(=CC=C1)NC1=NC=CC(=C1F)CNC[C@@H](C)O)C)C1=CC(=C(CNC[C@@H]2CCC(N2)=O)C(=C1)OC)F (S)-5-(((4-(3-chloro-4-(3-((3-fluoro-4-((((R)-2-hydroxypropyl)amino)methyl)pyridin-2-yl)amino)-2-methylphenyl)pyridin-2-yl)-2-fluoro-6-methoxybenzyl)amino)methyl)pyrrolidin-2-one